C(C1=CC=CC=C1)(=O)C1=NC2=CC=C(C=C2C(N1)=O)NC(CC1N(CCNC1)C)=O 2-benzoyl-6-[2-(N-methylpiperazinyl)acetylamino]-4(3H)-quinazolinone